4-(4-(5-((6-(3,5-dichloro-phenyl)-4-(pyrrolidin-1-ylmethyl)pyridin-2-yl)oxy)pyrimidin-2-yl)piperazin-1-yl)-2-methyl-butanoic acid ClC=1C=C(C=C(C1)Cl)C1=CC(=CC(=N1)OC=1C=NC(=NC1)N1CCN(CC1)CCC(C(=O)O)C)CN1CCCC1